CNC1=CC=C(C=N1)B(O)O (6-(methylamino)pyridin-3-yl)boronic acid